6-R-phenylisopropyladenosine C1(=CC=CC=C1)C1(C2=NCN([C@]3([C@H](O)[C@H](O)[C@@H](CO)O3)C(C)C)C2=NC=N1)N